BrC1=NC(=CC(=C1)[C@H]1N(C[C@@H](N(C1)C(C=C)=O)C)S(=O)(=O)C)Cl 1-((2S,5R)-5-(2-bromo-6-chloropyridin-4-yl)-2-methyl-4-(methylsulfonyl)piperazin-1-yl)prop-2-en-1-one